COC=1C=C(C=CC1OC)C=CC(=O)C1=C(C=CC=C1)O 3-(3',4'-Dimethoxyphenyl)-1-(2-hydroxyphenyl)prop-2-en-1-one